NC1=C(C=C(C=N1)C1=CC=C(C=C1)N1C[C@H](N([C@H](C1)C)C(=O)OC(C)(C)C)C)C=1C=C2CCNC(C2=CC1)=O tert-butyl (2R,6S)-4-(4-(6-amino-5-(1-oxo-1,2,3,4-tetrahydroisoquinolin-6-yl)pyridin-3-yl)phenyl)-2,6-dimethylpiperazine-1-carboxylate